C1CCCC12CNCC[C@H]2CN2C(C=C(C=C2)C2=CC=CC=C2)=O (R)-1-((7-Azaspiro[4.5]decan-10-yl)methyl)-4-phenylpyridin-2(1H)-one